N-benzyl-1-(3-pyridyl)methylamine C(C1=CC=CC=C1)NCC=1C=NC=CC1